(2-nonyl-1,3-dioxolan-4-yl)methanesulfonic acid C(CCCCCCCC)C1OCC(O1)CS(=O)(=O)O